2-(5-(((1S,2S,3R,5R)-2-fluoro-1,5-dimethyl-8-azabicyclo[3.2.1]octan-3-yl)(methyl)amino)pyrazin-2-yl)-5-(5-methyl-2H-tetrazol-2-yl)phenol F[C@@H]1[C@@]2(CC[C@](C[C@H]1N(C=1N=CC(=NC1)C1=C(C=C(C=C1)N1N=C(N=N1)C)O)C)(N2)C)C